[Si](C)(C)(C(C)(C)C)OCC1=NN2C(C=C(C=C2CCC(=O)OCC)C2CC2)=C1 ethyl 3-(2-(((tert-butyldimethylsilyl)oxy)methyl)-5-cyclopropylpyrazolo[1,5-a]pyridin-7-yl)propanoate